4-aminohydroxybenzoic acid NC1=CC(=C(C(=O)O)C=C1)O